2,4-dioxo-1,2,3,4-tetrahydropyrimidine-5-carbonitrile O=C1NC=C(C(N1)=O)C#N